4-(2-hydroxypropan-2-yl)-3-methylbenzenesulfonamide OC(C)(C)C1=C(C=C(C=C1)S(=O)(=O)N)C